ClC1=C(C(=CC=C1)Cl)COC=1C=CC(=NC1)N1CC(OCC1)CO (4-{5-[(2,6-dichlorophenyl)methoxy]pyridin-2-yl}morpholin-2-yl)methanol